5-(3-(1,5-dicyclopropyl-1H-pyrazol-3-yl)-2-fluoro-6-hydroxyphenyl)-1,2,5-thiadiazolidin-3-one 1,1-dioxide C1(CC1)N1N=C(C=C1C1CC1)C=1C(=C(C(=CC1)O)N1CC(NS1(=O)=O)=O)F